BrCC(=O)C1=C(C=C(C=C1)F)Br 2-bromo-1-(2-bromo-4-fluorophenyl)ethan-1-one